feruloyl-indol C(\C=C\C1=CC(OC)=C(O)C=C1)(=O)C=1NC2=CC=CC=C2C1